naphtho[2,3-b]carbazole C1=C2C=3C=C4C(=CC3NC2=CC=C1)C=C1C=CC=CC1=C4